C(=O)O.CC1=C2C(=[N+](C(=C1)NC1=NC=NC(=C1)NC1=NC=C(C=C1)C1CCN(CC1)C)[O-])C1(NC2=O)CCCCC1 4'-methyl-2'-((6-((5-(1-methylpiperidin-4-yl)pyridin-2-yl)amino)pyrimidin-4-yl)amino)-5'-oxo-5',6'-dihydrospiro[cyclohexane-1,7'-pyrrolo[3,4-b]pyridine] 1'-oxide formate